5,6-diethyl-benzaldehyde C(C)C=1C=CC=C(C=O)C1CC